CC1=CC=C(C=C1)C1=CC=C(C=C1)Br 4-methyl-4'-bromobiphenyl